O1C(=CC=C1)C(=O)NC1=CC2=NC3=C(C=CC=C3C2=CC=C1)NCCC 7-(2-furoyl)amino-4-(propyl)aminocyclohepta[7,6-b]indole